iminodisuccinate potassium [K+].N(C(C(=O)[O-])CC(=O)[O-])C(C(=O)[O-])CC(=O)[O-].[K+].[K+].[K+]